OCC1=CC=C(C=C1)C1(CC(=CC(=C1)CNC1=CC=C(C=C1)CO)CNC1=CC=C(C=C1)CO)CN 1,N3,N5-tris(4-hydroxymethylphenyl)benzene-1,3,5-trimethylamine